2-(4-fluorophenyl)-3-(pyridin-4-yl)pyrazolo[1,5-a]pyridine-6-carboxylic acid FC1=CC=C(C=C1)C1=NN2C(C=CC(=C2)C(=O)O)=C1C1=CC=NC=C1